NC1=CC=C(C=C1)[Cu] (4-Aminophenyl)-copper